2-amino-N-(6-(methylsulfonyl)isoquinolin-4-yl)-5-(trifluoromethyl)benzamide NC1=C(C(=O)NC2=CN=CC3=CC=C(C=C23)S(=O)(=O)C)C=C(C=C1)C(F)(F)F